C(C)N(C1=NC=C(C(=O)O)C=C1[N+](=O)[O-])CC 6-(diethylamino)-5-nitronicotinic acid